C(#N)[C@]1(OCC1)C(=O)N1CC2(CC2)[C@@H]([C@@H]1CC=1C(=C(C=CC1)C1=CC(=CC(=C1)F)F)F)NS(=O)(=O)CF N-((6S,7S)-5-((S)-2-cyanooxetane-2-carbonyl)-6-((2,3',5'-trifluoro-[1,1'-biphenyl]-3-yl)methyl)-5-azaspiro[2.4]heptan-7-yl)-1-fluoromethanesulfonamide